2-cyano-7-(4-fluorophenyl)-N-(1H-indazol-5-yl)-5-methyl-4,7-dihydropyrazolo[1,5-a]pyrimidine-6-carboxamide C(#N)C1=NN2C(NC(=C(C2C2=CC=C(C=C2)F)C(=O)NC=2C=C3C=NNC3=CC2)C)=C1